N-(4-([1,2,4]triazolo[1,5-a]pyridin-7-yloxy)-3-methylphenyl)-6-(3,3-dimethylpiperazin-1-yl)pyrido[3,2-d]pyrimidin-4-amine hydrochloride Cl.N=1C=NN2C1C=C(C=C2)OC2=C(C=C(C=C2)NC=2C1=C(N=CN2)C=CC(=N1)N1CC(NCC1)(C)C)C